S(=O)(=O)([O-])S(=O)(=O)[O-] Dithionat